COC([C@H](N(C(=O)OC(C)(C)C)[N+](=O)[O-])CC1=CN(C2=CC=CC=C12)C(=O)OC(C)(C)C)=O nitro-N,N'-bis(t-butoxycarbonyl)-D-tryptophan methyl ester